6E-nerolidol acetate C(C)(=O)OC(C)(C=C)CCC=C(C)CCC=C(C)C